7-(4-((2,3-dihydrobenzo[b][1,4]dioxin-6-yl)oxy)piperidin-1-yl)-2-isopropyl-8,9-dimethyl-4H-pyrimido[1,2-b]pyridazin-4-one O1C2=C(OCC1)C=C(C=C2)OC2CCN(CC2)C=2C(=C(C=1N(N2)C(C=C(N1)C(C)C)=O)C)C